N-allyl-N-(6-chlorohexynyl)p-methylbenzenesulfonamide C(C=C)N(S(=O)(=O)C1=CC=C(C=C1)C)C#CCCCCCl